ClC=1N=C(N2N=C(N=CC21)NC2CCOCC2)C2(CCC2)CC 5-chloro-7-(1-ethylcyclobutyl)-N-(oxan-4-yl)imidazo[4,3-f][1,2,4]triazin-2-amine